C(C)[C@@H](COC(C1=CC=C(C(=O)OC[C@@H](CCCC)CC)C=C1)=O)CCCC.C(CCCC)OC1=C(C=CC(=C1)OCCCCC)C1=NC(=CC(=C1)C1=CC=C(C=C1)NC1=CC=CC=C1)C1=C(C=C(C=C1)OCCCCC)OCCCCC 2,6-bis(2,4-dipentyloxyphenyl)-4-(4-phenylaminophenyl)pyridine r-bis(2-ethylhexyl)terephthalate